C(C)(C)(C)OC(CC)=O.N[C@H](C(=O)O)[C@@H](C1=CC=C(C=C1)S(=O)(=O)C)O (2S,3R)-2-amino-3-hydroxy-3-(4-methylsulfonyl-phenyl)propionic acid tert-butyl-propionate